NC1=NC=NC=2N(C3=CC=C(C=C3C21)C2=CC=CC=C2)CC(=O)N2[C@@H]1C[C@@]1(C[C@H]2C(=O)NC2=NC(=CC=C2)Br)C (1R,3S,5R)-2-(2-(4-amino-6-phenyl-9H-pyrimido[4,5-b]indol-9-yl)acetyl)-N-(6-bromopyridin-2-yl)-5-methyl-2-azabicyclo[3.1.0]hexane-3-carboxamide